C12(CC3CC(CC(C1)C3)C2)CN(C)CC2=C(C=C(C(=O)OC)C=C2)O methyl 4-((((adamantan-1-yl) methyl) (methyl) amino) methyl)-3-hydroxybenzoate